(S)-N-(2-chloro-6-fluorophenyl)-5-fluoro-4-(6-methylpyridazin-3-yl)-2-((1,1,1-trifluoropropan-2-yl)oxy)benzamide ClC1=C(C(=CC=C1)F)NC(C1=C(C=C(C(=C1)F)C=1N=NC(=CC1)C)O[C@H](C(F)(F)F)C)=O